4-(3-(prop-1-ynyl)phenoxy)-1H-1,2,3-triazole-5-carboxylic acid C(#CC)C=1C=C(OC=2N=NNC2C(=O)O)C=CC1